(3S)-3-({N-[(4-methoxy-1H-indol-2-yl)carbonyl]-L-leucyl}amino)-2-oxo-4-[(3S)-2-oxopyrrolidin-3-yl]butyl (2R)-1-methylpiperidine-2-carboxylate CN1[C@H](CCCC1)C(=O)OCC([C@H](C[C@H]1C(NCC1)=O)NC([C@@H](NC(=O)C=1NC2=CC=CC(=C2C1)OC)CC(C)C)=O)=O